C(CC)C1(C(O1)(C1=CC(=CC=C1)C)O)O 1,2-epoxypropyl(m-cresyl)ethylene glycol